ClC=1C(N(C(=CC1OCC1=NC=C(C=C1F)F)C)C1=CC(=NC=C1C)C1=NC(=NC=C1)C1(CCC1)O)=O (R)-3-chloro-4-((3,5-difluoropyridin-2-yl)methoxy)-2'-(2-(1-hydroxycyclobutyl)pyrimidin-4-yl)-5',6-dimethyl-2H-[1,4'-bipyridin]-2-one